FC(C1=NN=CN1C)C1OCC1 (fluoro(4-methyl-4H-1,2,4-triazol-3-yl)methyl)oxetan